5-(6-methyl-7-(4-(piperazin-1-yl)phenyl)imidazo[1,2-b]pyridazin-3-yl)quinoline-8-carbonitrile CC=1C(=CC=2N(N1)C(=CN2)C2=C1C=CC=NC1=C(C=C2)C#N)C2=CC=C(C=C2)N2CCNCC2